C1(CCCC1)NC1=CC(=NC=2N1N=CC2)C N-cyclopentyl-5-methyl-pyrazolo[1,5-a]Pyrimidine-7-amine